NC=1N=NC(=C(N1)C)C1=C(C=C(C=O)C=C1)OCOCC 4-(3-amino-5-methyl-1,2,4-triazine-6-yl)-3-(ethoxymethoxy)benzaldehyde